(S)-tert-butyl 4-(6-cyano-1-(2-isopropyl-4-methylpyridin-3-yl)-7-(2-methoxyphenyl)-2-oxo-1,2-dihydropyrido[2,3-d]pyrimidin-4-yl)-3-methylpiperazine-1-carboxylate C(#N)C1=CC2=C(N(C(N=C2N2[C@H](CN(CC2)C(=O)OC(C)(C)C)C)=O)C=2C(=NC=CC2C)C(C)C)N=C1C1=C(C=CC=C1)OC